1-octyl-3-(2-ethylhexyl)imidazolium acetate C(C)(=O)[O-].C(CCCCCCC)N1C=[N+](C=C1)CC(CCCC)CC